N[C@@]1(CN(CC1)C1=C(C=NC=C1C1=CC(=CC(=C1)F)F)C(=O)NC(C)(C)C1CC1)C 4-[(3S)-3-amino-3-methylpyrrolidin-1-yl]-N-(2-cyclopropylpropan-2-yl)-5-(3,5-difluorophenyl)pyridine-3-carboxamide